NS(=NC(CC1=C(C=C(C=C1C(C)C)COC1CCCC1)C(C)C)=O)(=O)C1=CN=C(S1)C(C)(C)O N-(amino(2-(2-hydroxypropan-2-yl)thiazol-5-yl)(oxo)-λ6-sulfaneylidene)-2-(4-((cyclopentyloxy)methyl)-2,6-diisopropyl-phenyl)acetamide